tert-butyl (2S,4S)-2-(2-(5-(2-(ethyl(isopropyl)carbamoyl)-4-fluorophenoxy)pyrimidin-4-yl)-2,7-diazaspiro[3.5]nonane-7-carbonyl)-4-hydroxypyrrolidine-1-carboxylate C(C)N(C(=O)C1=C(OC=2C(=NC=NC2)N2CC3(C2)CCN(CC3)C(=O)[C@H]3N(C[C@H](C3)O)C(=O)OC(C)(C)C)C=CC(=C1)F)C(C)C